(S)-N-((S)-1-cyclohexyl-2-((R)-4-(5-fluoro-6-methoxy-1-methyl-1H-indole-2-carbonyl)-2-methylpiperazin-1-yl)-2-oxo-ethyl)-2-(methylamino)propanamide C1(CCCCC1)[C@@H](C(=O)N1[C@@H](CN(CC1)C(=O)C=1N(C2=CC(=C(C=C2C1)F)OC)C)C)NC([C@H](C)NC)=O